tetraglycidyl-1,3-bis-aminomethylcyclohexane C(C1CO1)C1(CC(C(CC1CN)CN)(CC1CO1)CC1CO1)CC1CO1